(2S)-2-[[(E)-3-(2,5-dimethoxyphenyl)prop-2-enoyl]amino]-N-[4-(hydroxycarbamoyl)phenyl]propanamide COC1=C(C=C(C=C1)OC)/C=C/C(=O)N[C@H](C(=O)NC1=CC=C(C=C1)C(NO)=O)C